2-[2-Methoxy-4-[(E)-3-(4-methoxyphenyl)-3-oxoprop-1-enyl]phenoxy]acetic acid COC1=C(OCC(=O)O)C=CC(=C1)\C=C\C(=O)C1=CC=C(C=C1)OC